ClC1=CC=C(C(=N1)S(=O)(=O)N)O[C@H](C)C=1C=C(C=C2C(C(=C(OC12)C1=C(N=CO1)C)C)=O)C 6-Chloro-3-[(1R)-1-[3,6-dimethyl-2-(4-methyloxazol-5-yl)-4-oxo-chromen-8-yl]ethoxy]pyridine-2-sulfonamide